NC1=CC(=NC(=C1)NC1=CC(=CC=C1)F)C(=O)N(C)C1CC2=CC=CC=C2C1 4-Amino-N-(2,3-dihydro-1H-inden-2-yl)-6-((3-fluorophenyl)amino)-N-methylpicolinamide